Boc-2-fluoro-D-phenylalanine C(=O)(OC(C)(C)C)N[C@H](CC1=C(C=CC=C1)F)C(=O)O